NC=1C(=C(C=C2C=C(N=CC12)NC(=O)[C@@H]1[C@H]([C@H]1C=1C=NN(C1)CCN1CCOCC1)C)C=1C=NC=CC1C)F (1R,2S,3R)-N-(8-amino-7-fluoro-6-(4-methylpyridin-3-yl)isoquinolin-3-yl)-2-methyl-3-(1-(2-morpholinoethyl)-1H-pyrazol-4-yl)cyclopropane-1-carboxamide